FC1CCN(CC1)C1=CC=2N(C=C1)C=C(N2)C2=CC=C(C=C2)C 7-(4-Fluoro-piperidin-1-yl)-2-p-tolyl-imidazo[1,2-a]pyridine